1-((R)-2-(4-(N-cyclobutylsulfamoyl)benzamido)-3-cyclohexylpropanoyl)-4-(5-(2-hydroxypropan-2-yl)-1H-1,2,3-triazol-1-yl)pyrrolidine-2-carboxamide C1(CCC1)NS(=O)(=O)C1=CC=C(C(=O)N[C@@H](C(=O)N2C(CC(C2)N2N=NC=C2C(C)(C)O)C(=O)N)CC2CCCCC2)C=C1